CN(C1(CCC2(CN(C(N2)=O)C=2SC(=NN2)C(F)(F)F)CC1)C1=CC=CC=C1)C cis-8-dimethylamino-8-phenyl-3-[5-(trifluoromethyl)-[1,3,4]thiadiazol-2-yl]-1,3-diazaspiro[4.5]decan-2-one